N1C(=S)NC(=S)C=C1 2,4-Dithiouracil